C(C)(=O)C1=CC=C(C=C1)N1C(N2N(CC=C3C2C=2C=CC(=CC2OC3(C)C)CO)C1=O)=O 2-(4-acetylphenyl)-10-(hydroxymethyl)-7,7-dimethyl-5,12b-dihydro-1H,7H-chromeno[4,3-c][1,2,4]triazolo[1,2-a]pyridazine-1,3(2H)-dione